t-butyl-(2-hydroxyphenyl)glycine C(C)(C)(C)N(CC(=O)O)C1=C(C=CC=C1)O